(S)-5-bromo-2-(1-cyclopropylethyl)-7-(diethylphosphoryl)isoindolin-1-one (1es)-nitrate [N+](=O)(O)[O-].BrC=1C=C2CN(C(C2=C(C1)P(=O)(CC)CC)=O)[C@@H](C)C1CC1